FC=1C=C(C=CC1C1=CC=CC=2N1N=CC2C(=O)N2CCCCC2)C2=NOC(N2)=O 3-[3-fluoro-4-[3-(piperidine-1-carbonyl)pyrazolo[1,5-a]pyridin-7-yl]phenyl]-4H-1,2,4-oxadiazol-5-one